dimethyl-acetone phosphate P(=O)(O)(O)O.CC(C(C)=O)C